2-benzyl-acetophenone C(C1=CC=CC=C1)CC(=O)C1=CC=CC=C1